N-[(trans)-2-hydroxycyclopentyl]-2-(1-methyl-1H-pyrazol-4-yl)-6-[4-(trifluoromethoxy)phenyl]pyrimidine-4-carboxamide O[C@H]1[C@@H](CCC1)NC(=O)C1=NC(=NC(=C1)C1=CC=C(C=C1)OC(F)(F)F)C=1C=NN(C1)C